5,5'-dimethyl-2,2'-biphenyl CC=1C=CC(=CC1)C1=CC=C(C=C1)C